tert-Butyl 2-[4-[4-[2-(2,6-dioxo-3-piperidyl)-1,3-dioxo-isoindolin-4-yl]piperazine-1-carbonyl]-1-piperidyl]acetate O=C1NC(CCC1N1C(C2=CC=CC(=C2C1=O)N1CCN(CC1)C(=O)C1CCN(CC1)CC(=O)OC(C)(C)C)=O)=O